NC=1C2=C(N=CN1)C=CC(=N2)C=2C=C(C=CC2)C#C[C@@]2(C(C(CC2)(C)C)=O)O (S)-2-[2-[3-(4-Aminopyrido[3,2-d]pyrimidin-6-yl)phenyl]ethynyl]-2-hydroxy-5,5-dimethyl-cyclopentanone